9-chloro-5,6,6a,7-tetrahydro-4H-dibenzo[de,g]quinolin-2-ol hydrochloride Cl.ClC1=CC2=C(C3=C4C(CCNC4C2)=CC(=C3)O)C=C1